C(C)N1CC(C1)C1=CC(=C(C=C1)N1C(=NC(=C1)C1=NC(=NC=C1C(F)(F)F)NC1CCN(CC1)S(=O)(=O)C)C)F 4-(1-(4-(1-ethylazetidin-3-yl)-2-fluorophenyl)-2-methyl-1H-imidazol-4-yl)-N-(1-(methylsulfonyl)piperidin-4-yl)-5-(trifluoromethyl)pyrimidin-2-amine